N-acetyl-D-Valine CC(C)[C@H](C(=O)O)NC(=O)C